C(C)C1N=C2N(C(N(C3=C2N=CC(=C3)N3CCOCC3)CC3=CC=C(C=C3)OC)=O)C1 2-ethyl-6-(4-methoxybenzyl)-8-(morpholin-4-yl)-2,6-dihydroimidazo[1,2-c]pyrido[2,3-e]pyrimidin-5(3H)-one